ammonium fluorogallate FC1=C(C(=O)[O-])C=C(C(=C1O)O)O.[NH4+]